CC1=C(C(=O)[O-])C=CC=C1C 2,3-dimethylbenzoate